C(=O)(O)C1=C(C=CC(=C1)C=1N(C=NC1)C)N1C(C2=CC=CC=C2C1=O)=O 2-[2-Carboxy-4-(3-methyl-3H-imidazol-4-yl)-phenyl]-1,3-dioxo-2,3-dihydro-1H-isoindole